[Pt+2].[NH4+] Ammonium platinum